3,5-di(4-pyridinylphenyl)-2-methylpyrimidine N1=C(C=CC=C1)C1=CC=C(C=C1)N1C(N=CC(=C1)C1=CC=C(C=C1)C1=NC=CC=C1)C